[NH3+][C@H](C(=O)N[C@H](C(=O)[O-])CCCNC(C(=C)C)=O)CCCNC(C(=C)C)=O (S)-2-((S)-2-ammonio-5-methacrylamidopentanamido)-5-methacrylamidopentanoate